CN(C)CC=1SC(=C(N1)C(F)(F)F)C1=NC(=NC=C1F)NC1CCN(CC1)S(=O)(=O)C 4-(2-((dimethylamino)methyl)-4-(trifluoromethyl)thiazol-5-yl)-5-fluoro-N-(1-(methylsulfonyl)piperidin-4-yl)pyrimidin-2-amine